C1(CC1)C=1C=C(C=C(C1)CN1C[C@H](N[C@H](C1)C)C)C1=C(C(=NC(=N1)N)C1=CNC2=CC(=CC=C12)C)C(F)(F)F (3-cyclopropyl-5-(((3r,5s)-3,5-dimethylpiperazin-1-yl)methyl)phenyl)-4-(6-methyl-1H-indol-3-yl)-5-(trifluoromethyl)pyrimidin-2-amine